(2,6-Dichloropyridin-4-yl)methyl (S)-5-azaspiro[2.4]heptane-6-carboxylate hydrochloride Cl.C1CC12CN[C@@H](C2)C(=O)OCC2=CC(=NC(=C2)Cl)Cl